OCS(=O)(=O)[O-].[Sn+4].OCS(=O)(=O)[O-].OCS(=O)(=O)[O-].OCS(=O)(=O)[O-] stannic hydroxymethanesulfonate